8-bromo-2,4-dimethyl-3,4-dihydro-2H-pyrido[4,3-b][1,4]oxazine BrC1=CN=CC2=C1OC(CN2C)C